N[C@@H](CCCCN)C(=O)OC(CCCCCCC\C=C/CCCCCCCC)CCCCCCCC\C=C/CCCCCCCC (9Z,27Z)-hexatriacont-9,27-dien-18-yl lysinate